ClC1=C(C(=CC=C1F)Cl)[C@@H](C)OC=1C(=NC=C(C1)C=1C=C2N(N1)CC[C@]21CN(CC1)CC=1NC=CN1)N 3-[(1R)-1-(2,6-dichloro-3-fluorophenyl)ethoxy]-5-{(3R)-1-[(1H-imidazol-2-yl)methyl]-5',6'-dihydrospiro[pyrrolidine-3,4'-pyrrolo[1,2-b]pyrazol]-2'-yl}pyridin-2-amine